N-(7-fluoro-2-methyl-indazol-5-yl)-8-[methyl(pyrrolidin-3-yl)amino]quinoxaline-5-carboxamide FC1=CC(=CC2=CN(N=C12)C)NC(=O)C=1C=2N=CC=NC2C(=CC1)N(C1CNCC1)C